5-(5-azaspiro[2.4]heptan-5-yl)pyridin-2-amine C1CC12CN(CC2)C=2C=CC(=NC2)N